ClC(C(=O)N1C(OCC1)(C)C)Cl 3-dichloroacetyl-2,2-dimethyl-1,3-oxazolidine